(S)-3-amino-N-((1-(cyclopropanecarbonyl)pyrrolidin-3-yl)methyl)-6-(3-methylimidazo[1,2-a]pyridin-6-yl)-5-(oxazol-2-yl)pyrazine-2-carboxamide NC=1C(=NC(=C(N1)C=1OC=CN1)C=1C=CC=2N(C1)C(=CN2)C)C(=O)NC[C@H]2CN(CC2)C(=O)C2CC2